2-(t-butyloxycarbonylimino)-2-phenylacetonitrile C(C)(C)(C)OC(=O)N=C(C#N)C1=CC=CC=C1